tert-butyl (1s,4s)-4-(4-(2-(4-aminonaphthalen-1-yloxy)pyridin-3-yl)pyrimidin-2-ylamino)cyclohexylcarbamate NC1=CC=C(C2=CC=CC=C12)OC1=NC=CC=C1C1=NC(=NC=C1)NC1CCC(CC1)NC(OC(C)(C)C)=O